C(C1=CC=CC=C1)OC[C@@H]1CN(S(C1)(=O)=O)CC1CC1 (S)-4-((benzyloxy)methyl)-2-(cyclopropylmethyl)isothiazolidine 1,1-dioxide